4-methyl-2-phenyl-1H-pyrrole-3-carboxylic acid methyl ester COC(=O)C1=C(NC=C1C)C1=CC=CC=C1